CN1C=C(C=C1)C(=O)NCC=1SC(=NN1)C1=CC=CC=C1 1-methyl-N-[(5-phenyl-1,3,4-thiadiazol-2-yl)methyl]pyrrole-3-carboxamide